O=C1NC(CCC1N1C(C2=CC=CC(=C2C1=O)N1CC(C1)OCCCCCC(=O)N1CCC(CC1)NC(OCCCC)=O)=O)=O butyl (1-(6-((1-(2-(2,6-dioxopiperidin-3-yl)-1,3-dioxoisoindolin-4-yl)azetidin-3-yl)oxy)hexanoyl)piperidin-4-yl)carbamate